(S)-5,6-dichloro-1'-((R)-2-hydroxypropan-oyl)spiro[indoline-3,3'-pyrrolidin]-2-one ClC=1C=C2C(=CC1Cl)NC([C@]21CN(CC1)C([C@@H](C)O)=O)=O